C(C)(=O)O.C(CCC)(=O)SCCNC(CCNC([C@@H](C(COP(OP(OC[C@@H]1[C@H]([C@H]([C@@H](O1)N1C=NC=2C(N)=NC=NC12)O)OP(=O)(O)O)(=O)O)(=O)O)(C)C)O)=O)=O Butyryl-CoA Acetate